dibromoterephthalaldehyde BrC=1C(=C(C=O)C=CC1C=O)Br